(3,5-di-tert-butylphenyl)boronic acid C(C)(C)(C)C=1C=C(C=C(C1)C(C)(C)C)B(O)O